3-(methoxymethoxy)-5-(methyl-d3)-4-nitro-1-(tetrahydro-2H-pyran-4-yl)-1H-pyrazole COCOC1=NN(C(=C1[N+](=O)[O-])C([2H])([2H])[2H])C1CCOCC1